C(C=C)(=O)N1C[C@@H](CC1)N1N=C(C=2C1=NC=NC2N)C(=O)NC=2OC1=C(N2)C=C(C=C1)CCOC (R)-1-(1-acryloylpyrrolidin-3-yl)-4-amino-N-(5-(2-methoxyethyl)benzo[d]oxazol-2-yl)-1H-pyrazolo[3,4-d]pyrimidine-3-carboxamide